Cl.Cl.CC(C)(C(C)(N)C)N 2,3-dimethyl-2,3-butanediamine dihydrochloride